N-(cyanomethyl)-4-(5-methyl-2-((1-((1R,5S)-8-(1-methylcyclopropanecarbonyl)-8-azabicyclo[3.2.1]octan-3-yl)-1H-pyrazol-4-yl)amino)pyrimidin-4-yl)benzamide C(#N)CNC(C1=CC=C(C=C1)C1=NC(=NC=C1C)NC=1C=NN(C1)C1C[C@H]2CC[C@@H](C1)N2C(=O)C2(CC2)C)=O